(5-Methyl-1H-pyrazol-3-yl)-(2-phenylquinazolin-4-yl)amine CC1=CC(=NN1)NC1=NC(=NC2=CC=CC=C12)C1=CC=CC=C1